6'-(((1S,3S)-3-((5-Methylpyrazin-2-yl)amino)cyclopentyl)amino)-3-(1H-pyrazol-4-yl)-2H-[1,3'-bipyridin]-2-one CC=1N=CC(=NC1)N[C@@H]1C[C@H](CC1)NC1=CC=C(C=N1)N1C(C(=CC=C1)C=1C=NNC1)=O